2-(1-(3-fluoro-4-sulfamoyl-benzyl)-7-methoxy-1H-imidazo[4,5-c][1,8]naphthyridin-2-yl)-acetic acid methyl ester COC(CC=1N(C2=C(C=NC=3N=C(C=CC23)OC)N1)CC1=CC(=C(C=C1)S(N)(=O)=O)F)=O